(R)-3-((5-cyclopropyl-6-(2-(ethoxymethoxy)-4-formylphenyl)-1,2,4-triazin-3-yl)amino)piperidine-1-carboxylic acid tert-butyl ester C(C)(C)(C)OC(=O)N1C[C@@H](CCC1)NC=1N=NC(=C(N1)C1CC1)C1=C(C=C(C=C1)C=O)OCOCC